N1CCNC(C12CCNCC2)=O 1,4,9-triazaspiro[5.5]undecan-5-one